4-fluoro-2-(6-(((1s,2s,3r,5r)-2-fluoro-8-azabicyclo[3.2.1]oct-3-yl)oxy)pyridazin-3-yl)-5-(1-methyl-1H-pyrazol-4-yl)phenol FC1=CC(=C(C=C1C=1C=NN(C1)C)O)C=1N=NC(=CC1)O[C@H]1[C@H]([C@@H]2CC[C@H](C1)N2)F